ClC=1C=C(C=CC1N1N=CC=N1)C1=NN(C(=C1C(=O)N)C1CC1)C=1C=2C3=C(C(NC3=CC1)=O)C=CC2 (3-chloro-4-(2H-1,2,3-triazol-2-yl)phenyl)-5-cyclopropyl-1-(2-oxo-1,2-dihydrobenzo[cd]indol-6-yl)-1H-pyrazole-4-carboxamide